CC(=CCC/C(=C/CC/C(=C/CC/C(=C\\CC/C(=C\\CC/C(=C\\CC/C(=C\\CC/C(=C\\CC/C(=C\\CC/C(=C\\CC/C(=C\\COP(=O)(O)OP(=O)(O)OC1[C@@H]([C@H]([C@@H]([C@H](O1)CO)O[C@H]2[C@H]([C@H]([C@@H]([C@H](O2)CO)O)O)NC(=O)C)O)NC(=O)C)/C)/C)/C)/C)/C)/C)/C)/C)/C)/C)C The molecule is a polyprenyl phospho oligosaccharide where N-acetyl-beta-D-mannosaminyl-(1->4)-N-acetyl-D-glucosaminyl comprises the oligosaccharide component and the polyprenyl chain consists of eleven prenyl units. It is a conjugate acid of a N-acetyl-beta-D-mannosaminyl-(1->4)-N-acetyl-D-glucosaminyl undecaprenyl diphosphate(2-).